(3aR,6aS)-2-benzyl-5-(4-fluorophenyl)-4-methyl-1,3,3a,4,6,6a-hexahydropyrrolo[3,4-c]pyrrole C(C1=CC=CC=C1)N1C[C@H]2CN(C([C@H]2C1)C)C1=CC=C(C=C1)F